Nα-Lauroyl-Nε-Isothiocyanato-L-Lysine C(CCCCCCCCCCC)(=O)N[C@@H](CCCCNN=C=S)C(=O)O